ClC1=C(C=CC=C1)S(=O)(=N)CP(OCC)(OCC)=O diethyl ((2-chlorophenylsulfonimidoyl)methyl)phosphonate